C12COCC(CC1)N2C2CCC(CC2)N2C(NC1=C2C=C(C(=C1)C=1C=C(C=2N(C1)N=CN2)OC)C(C)C)=O 1-(4-(3-oxa-8-azabicyclo[3.2.1]octan-8-yl)cyclohexyl)-6-isopropyl-5-(8-methoxy-[1,2,4]triazolo[1,5-a]pyridin-6-yl)-1,3-dihydro-2H-benzo[d]imidazol-2-one